(2R,4S)-2-(6-benzyloxy-5-methyl-3-pyridyl)tetrahydropyran-4-carboxylic acid C(C1=CC=CC=C1)OC1=C(C=C(C=N1)[C@@H]1OCC[C@@H](C1)C(=O)O)C